Cl.FC(C1(CC2(CNC2)C1)O)(F)F 6-(trifluoromethyl)-2-azaspiro[3.3]heptan-6-ol hydrochloride